ClC=1C=C2C(=NC=NC2=C(C1)I)N[C@@H](C)C=1N(N=CN1)C=1N=NC(=CC1)OC 6-chloro-8-iodo-N-[(1S)-1-[2-(6-methoxypyridazin-3-yl)-1,2,4-triazol-3-yl]ethyl]quinazolin-4-amine